C(C)(C)OC1=NC=2N(C=C1C(=O)NC=1C=NN3C1N=CC(=C3)C)C=C(N2)C23COC(C2)(C3)C 7-isopropoxy-2-(1-methyl-2-oxabicyclo[2.1.1]hex-4-yl)-N-(6-methylpyrazolo[1,5-a]pyrimidin-3-yl)imidazo[1,2-a]pyrimidine-6-carboxamide